1-[7-(8-ethyl-7-fluoro-3-hydroxy-1-naphthyl)-8-fluoro-2-[[(2S)-1-methylpyrrolidin-2-yl]methoxy]pyrido[4,3-d]pyrimidin-4-yl]-3-methyl-piperidin-3-ol C(C)C=1C(=CC=C2C=C(C=C(C12)C1=C(C=2N=C(N=C(C2C=N1)N1CC(CCC1)(O)C)OC[C@H]1N(CCC1)C)F)O)F